ClC=1C=C(C=CC1F)NC1=NC=NC2=CC(=C(C=C12)NC(\C=C\CN(CC)CC)=O)OCC#C (E)-N-(4-((3-chloro-4-fluorophenyl)amino)-7-(prop-2-yn-1-oxy)quinazolin-6-yl)-4-(diethylamino)but-2-enamide